ClC1=CC=C2[C@@]3(C(NC2=C1)=O)C1(N[C@H]([C@@H]3C3=C(C(=CC=C3)Cl)F)C(=O)NC3CCC(CC3)C=O)CCCCC1 (3'R,4'S,5'R)-6''-chloro-4'-(3-chloro-2-fluorophenyl)-N-((1r,4R)-4-formylcyclohexyl)-2''-oxodispiro[cyclohexane-1,2'-pyrrolidine-3',3''-indoline]-5'-carboxamide